FC=1C=NC=CC1C1=CC=C(C=C1)NC([C@H](C(C1=CC=CC=C1)C1=CC=CC=C1)NC(=O)C1=CC=NN1C)=O (S)-N-(1-((4-(3-fluoropyridin-4-yl)phenyl)amino)-1-oxo-3,3-diphenylpropan-2-yl)-1-methyl-1H-pyrazole-5-carboxamide